(R)-4-(2-((2,3-dimethoxyphenethyl)amino)-1-hydroxyethyl)phenol COC1=C(CCNC[C@H](O)C2=CC=C(C=C2)O)C=CC=C1OC